NC=1SC2=C(N1)C(=CC=C2F)C2=C1C(=NC(=C2C#N)N2CC3(CN(C3)C(C=C)=O)CC2)CC(OC1)(C)C (M)-4-(2-amino-7-fluoro-1,3-benzothiazol-4-yl)-7,7-dimethyl-2-(2-(2-propenoyl)-2,6-diazaspiro[3.4]octan-6-yl)-7,8-dihydro-5H-pyrano[4,3-b]pyridine-3-carbonitrile